BrC=1C(=NC(=NC1N1N=CC=C1)N1N=CC=C1)N 5-bromo-2,6-di-(1H-pyrazol-1-yl)pyrimidine-4-amine